t-butyl-3-hydroxyazetidine-1-carboxylate C(C)(C)(C)OC(=O)N1CC(C1)O